FC1=CC=C(C=C1)C1=CC=C(N=N1)CC=1OC=C(N1)C(=O)N1[C@H]([C@H](C1)O)C (2-((6-(4-fluorophenyl)pyridazin-3-yl)methyl)oxazol-4-yl)((2S,3S)-3-hydroxy-2-methylazetidin-1-yl)methanone